NC1=NC=2C=CC(=CC2C2=C1C=NN2C)C(=O)N(N(C)C2CC2)CC2=NC=C(C=C2)C(F)(F)F 4-amino-N'-cyclopropyl-N',1-dimethyl-N-((5-(trifluoromethyl)pyridin-2-yl)methyl)-1H-pyrazolo[4,3-c]quinoline-8-carbohydrazide